CSC1=CC=C(C=C1)C1=CC=C(C(=O)C2=CC=CC=C2)C=C1 4-(4-methylthiophenyl)benzophenone